CN1CC2=C(N=C(N=C2O)O)C[C@]12CCCC1=CC=CC=C21 (7S)-6-methyl-spiro[5,8-dihydropyrido[4,3-d]pyrimidine-7,1'-tetrahydronaphthalene]-2,4-diol